CN(C1CNCC1)CC(F)(F)F N-methyl-N-(2,2,2-trifluoroethyl)pyrrolidin-3-amine